2-amino-N-(4-hydroxybicyclo[2.2.2]octan-1-yl)-5-(4-((1R,5S)-3-(tetrahydro-2H-pyran-4-yl)-3-azabicyclo[3.1.0]hexan-1-yl)phenyl)nicotinamide phosphate salt P(=O)(O)(O)O.NC1=C(C(=O)NC23CCC(CC2)(CC3)O)C=C(C=N1)C1=CC=C(C=C1)[C@@]13CN(C[C@H]3C1)C1CCOCC1